NC=1C=2N(C=CN1)C(=NC2Br)C2(CCC(CC2)(C(=O)O)C)C trans-4-(8-amino-1-bromoimidazo[1,5-a]pyrazin-3-yl)-1,4-dimethylcyclohexanecarboxylic acid